5-chloro-7-methylthiazolo[5,4-d]pyrimidin-2-amine ClC=1N=C(C2=C(N1)SC(=N2)N)C